ethyl 6-amino-7-methylimidazo[1,2-a]pyridine-3-carboxylate NC=1C(=CC=2N(C1)C(=CN2)C(=O)OCC)C